5-(2,5-diazaspiro[3.5]nonan-2-yl)-5-[4-[4-(trifluoromethoxy)phenoxy]phenyl]hexahydropyrimidine-2,4,6-trione C1N(CC12NCCCC2)C2(C(NC(NC2=O)=O)=O)C2=CC=C(C=C2)OC2=CC=C(C=C2)OC(F)(F)F